(S)-5-(8-((2-phenylpropyl)amino)imidazo[1,2-b]pyridazin-6-yl)pyrimidine-2,4(1H,3H)-dione C1(=CC=CC=C1)[C@@H](CNC=1C=2N(N=C(C1)C=1C(NC(NC1)=O)=O)C=CN2)C